2-hydroxy-3,5-diiodobenzoyl chloride OC1=C(C(=O)Cl)C=C(C=C1I)I